3-Bromo-5-tosyl-5H-pyrrolo[2,3-b]pyrazine BrC1=CN=C2C(=N1)N(C=C2)S(=O)(=O)C2=CC=C(C)C=C2